2-(2-((5-fluoro-1-methyl-1H-benzo[d]imidazol-2-yl)amino)benzo[d]oxazol-5-yl)acetonitrile FC1=CC2=C(N(C(=N2)NC=2OC3=C(N2)C=C(C=C3)CC#N)C)C=C1